FC1=C(CCN(C=2SC3=C(N2)C=C(C=C3)[N+](=O)[O-])CC3=CC=C(C=C3)C#CC(=O)O)C=CC(=C1)OC 3-(4-(((2-fluoro-4-methoxyphenethyl)(5-nitrobenzo[d]thiazol-2-yl)-amino)methyl)phenyl)propiolic acid